ClC=1SC=C2C1CC(CC2)N(C([O-])=O)C N-(3-chloro-4,5,6,7-tetrahydro-2-benzothiophen-5-yl)-N-methyl-carbamate